3-chloro-2-ethylaniline ClC=1C(=C(N)C=CC1)CC